C1(=CC(=C(C=C1)C)C)N1N=C(/C(/C1=O)=N/NC=1C(=C(C=CC1)C1=CC(=CC=C1)C(=O)O)O)C 3'-{(2Z)-2-[1-(3,4-xylyl)-3-methyl-5-oxo-1,5-dihydro-4H-pyrazol-4-ylidene]hydrazino}-2'-hydroxy-3-biphenylcarboxylic acid